2-methyl-N-[2-oxo-2-(2,2,2-trifluoroethylamino)ethyl]-4-[(5R)-5-[3,5-bis(difluoromethyl)phenyl]-5-(trifluoromethyl)-4H-isoxazol-3-yl]benzamide CC1=C(C(=O)NCC(NCC(F)(F)F)=O)C=CC(=C1)C1=NO[C@@](C1)(C(F)(F)F)C1=CC(=CC(=C1)C(F)F)C(F)F